BrC1=CC(=C(C(=C1)F)[C@H]1N([C@@H](CC2=C(C(=CC=C12)NS(=O)(=O)CC)F)C)CC(F)(F)F)F N-((1S,3R)-1-(4-bromo-2,6-difluorophenyl)-5-fluoro-3-methyl-2-(2,2,2-trifluoroethyl)-1,2,3,4-tetrahydroisoquinolin-6-yl)ethanesulfonamide